C(C)(C)(C)OC(NCCCCCC1CN(C(C1)=O)C1=CC=C(C=C1)[N+](=O)[O-])=O (5-(1-(4-nitrophenyl)-5-oxopyrrolidin-3-yl)pentyl)carbamic acid tert-butyl ester